2-chloro-1,8-naphthyridine-4-carbonitrile ClC1=NC2=NC=CC=C2C(=C1)C#N